Ethyl (3S)-3-((tert-butoxycarbonyl)amino)-3-(5-cyclopropyl-2,4,4'-trifluoro-2'-methyl-6'-(((trifluoromethyl)sulfonyl)oxy)-[1,1'-biphenyl]-3-yl)propanoate C(C)(C)(C)OC(=O)N[C@@H](CC(=O)OCC)C=1C(=C(C=C(C1F)C1CC1)C1=C(C=C(C=C1OS(=O)(=O)C(F)(F)F)F)C)F